FC=1C=CC2=C(C(=NS2)C(=O)NC=2C(=NC3=CC=C(N=C3C2)C2=CN=NN2C)NC2=C(C=CC=C2)C)C1 5-Fluoro-N-(6-(1-methyl-1H-1,2,3-triazol-5-yl)-2-(o-tolylamino)-1,5-naphthyridin-3-yl)benzo[d]isothiazole-3-carboxamide